N-(5-(((2r,5's)-5-(azetidin-1-yl)-5'-methyl-3H-spiro[furo[2,3-c]pyridin-2,3'-pyrrolidin]-1'-yl)methyl)-4-fluorothiazol-2-yl)acetamide N1(CCC1)C=1C=C2C(=CN1)O[C@]1(CN([C@H](C1)C)CC1=C(N=C(S1)NC(C)=O)F)C2